CN1C=C(C2=CC=CC=C12)C1(OC2(CC1)CCC(CC2)C(=O)OCC)C2=CC=CC=C2 ethyl 2-(1-methyl-1H-indol-3-yl)-2-phenyl-1-oxaspiro[4.5]decane-8-carboxylate